4-(((2,4-dimethoxybenzyl)amino)methyl)oxazole-5-carboxylic acid COC1=C(CNCC=2N=COC2C(=O)O)C=CC(=C1)OC